BrC1=CC(=C(C=C1)OC(F)F)[N+](=O)[O-] 4-bromo-1-(difluoromethoxy)-2-nitrobenzene